N-[4-chloro-3-(1,4-oxazepan-3-yl)phenyl]-N-methyl-carbamic acid tert-butyl ester C(C)(C)(C)OC(N(C)C1=CC(=C(C=C1)Cl)C1COCCCN1)=O